COC1=CC=C(C(=C)C(F)(F)F)C=C1 4-methoxy-α-trifluoromethyl-styrene